CN(CCC=1SC2=C(N1)C=C(C=C2)C2N(CC(CC2)C)C(C(=O)NC=2C1=C(C=NC2)C=NN1)=O)C 2-[2-[2-[2-(dimethylamino)ethyl]-1,3-benzothiazol-5-yl]-5-methyl-1-piperidyl]-2-oxo-N-(1H-pyrazolo[4,3-c]pyridin-7-yl)acetamide